azepin-4(5H)-one N1=CCC(CC=C1)=O